CN1N=C(C2=CC(=CC=C12)C1=CC=C(C=C1)S(=O)(=O)N1CCC(CC1)NC1=NC=C(C=C1)C(F)(F)F)N 1-methyl-5-(4-((4-((5-(trifluoromethyl)pyridin-2-yl)amino)piperidin-1-yl)sulfonyl)phenyl)-1H-indazol-3-amine